O(C1=CC=CC=C1)C1=CC=C(C(=O)NCC(=O)N2C3CC3CC2C(=O)N)C=C1 2-((4-phenoxybenzoyl)glycyl)-2-azabicyclo[3.1.0]Hexane-3-carboxamide